N1CNC2=C1C=CC=N2 2,3-dihydroimidazopyridine